Methyl (S)-2-((tert-butoxycarbonyl)amino)-3-(cyclopent-1-en-1-yl)propanoate C(C)(C)(C)OC(=O)N[C@H](C(=O)OC)CC1=CCCC1